(1-ethoxyvinyl)nicotinonitrile C(C)OC(=C)C1=C(C#N)C=CC=N1